C12CN(CC(N1)C2)C=2OC1=C(N2)C(=CC=C1C=1N=CSC1)OC(CO)(F)F 2-((2-(3,6-diazabicyclo[3.1.1]heptan-3-yl)-7-(thiazol-4-yl)benzo[d]oxazol-4-yl)oxy)-2,2-difluoroethan-1-ol